3-{4-[4-(pyridin-4-ylmethoxy)thiophen-3-yl]-1H-1,2,3-triazol-1-yl}piperidine-2,6-dione N1=CC=C(C=C1)COC=1C(=CSC1)C=1N=NN(C1)C1C(NC(CC1)=O)=O